(S)-4-(3-(1-acryloylpyrrolidin-2-yl)-5-ethoxyimidazo[1,5-a]pyrazin-1-yl)-N-(4-(trifluoromethyl)pyridin-2-yl)benzamide C(C=C)(=O)N1[C@@H](CCC1)C1=NC(=C2N1C(=CN=C2)OCC)C2=CC=C(C(=O)NC1=NC=CC(=C1)C(F)(F)F)C=C2